7-((1-(2-azaspiro[3.5]nonan-7-yl)piperidin-4-yl)methoxy)-5-fluoro-2-(((tetrahydro-2H-pyran-4-yl)thio)methyl)quinazolin-4(3H)-one C1NCC12CCC(CC2)N2CCC(CC2)COC2=CC(=C1C(NC(=NC1=C2)CSC2CCOCC2)=O)F